8-bromo-5-chloroimidazo[1,2-a]pyridine-6-carbonitrile BrC=1C=2N(C(=C(C1)C#N)Cl)C=CN2